C(OCC)(OC1=CC=C(C=C1)[N+](=O)[O-])=O Ethyl (4-nitrophenyl) carbonate